(S)-6-acetamido-2-aminocaproic acid ethyl ester hydrochloride Cl.C(C)OC([C@H](CCCCNC(C)=O)N)=O